BrC=1C=C(C=CC1)C=1C(=C(NC1)CC1CC1)CC1=CC(=C(C(=C1)F)S(=O)(=O)N)F 4-((4-(3-bromophenyl)-2-(cyclopropylmethyl)-1H-pyrrol-3-yl)methyl)-2,6-difluorobenzenesulfonamide